4-fluoro-2-(1-((3-(1-(2-hydroxycyclopentyl)-1H-pyrazol-4-yl)pyrazolo[1,5-a]pyrimidin-5-yl)amino)ethyl)phenol FC1=CC(=C(C=C1)O)C(C)NC1=NC=2N(C=C1)N=CC2C=2C=NN(C2)C2C(CCC2)O